ethoxytyramine C(C)ONCCC1=CC=C(C=C1)O